2-methoxy-5-(morpholin-4-yl)benzene-1-sulfonamide COC1=C(C=C(C=C1)N1CCOCC1)S(=O)(=O)N